C12(CC3CC(CC(C1)C3)C2)CC(=O)NN2C(C3=CC=CC=C3C(=N2)C2=CC=C(C=C2)C(F)(F)F)=O 2-(adamantan-1-yl)-N-{1-oxo-4-[4-(trifluoromethyl)phenyl]phthalazin-2(1H)-yl}acetamide